FC1=C(C(=CC(=C1)NC1CN(C1)CCCF)F)[C@H]1N([C@@H](CC2=C3C(=CC=C12)NC(O3)=O)C)CC3(CC3)F (6S,8R)-6-(2,6-Difluoro-4-((1-(3-fluoropropyl)azetidin-3-yl)amino)phenyl)-7-((1-Fluorocyclopropyl)methyl)-8-methyl-6,7,8,9-tetrahydrooxazolo[5,4-f]isoquinolin-2(3H)-one